(Z)-tert-butyl(4-((2-(4-(N,N-dimethylsulfamoyl)phenoxy)phenyl)thio)-3-fluorobut-2-en-1-yl)carbamate C(C)(C)(C)OC(NC\C=C(\CSC1=C(C=CC=C1)OC1=CC=C(C=C1)S(N(C)C)(=O)=O)/F)=O